ClC1=NC=C(C(=N1)C1=NC2=C(N1C)C=CC=C2)OC (2-chloro-5-methoxypyrimidin-4-yl)-1-methyl-1H-benzo[d]imidazole